racemic-4-(3-bromo-2-fluorophenyl)-1-(1-(4-fluorophenyl)propyl)-1H-pyrazole BrC=1C(=C(C=CC1)C=1C=NN(C1)[C@H](CC)C1=CC=C(C=C1)F)F |r|